(6-bromopyrido[2,3-d]pyrimidin-4-yl)-2,7-diazaspiro[3.5]nonane-7-carboxylic acid tert-butyl ester C(C)(C)(C)OC(=O)N1CCC2(CNC2C=2C3=C(N=CN2)N=CC(=C3)Br)CC1